N-(5-cyclopropyl-6-oxo-2-(o-toluylamino)-5,6-dihydro-1,5-naphthyridin-3-yl)-5-fluorobenzo[d]isothiazole-3-carboxamide C1(CC1)N1C=2C=C(C(=NC2C=CC1=O)NC1=C(C=CC=C1)C)NC(=O)C1=NSC2=C1C=C(C=C2)F